[(2S,3S,5R)-5-(6-tert-butyl-5-methyl-pyrrolo[2,3-b]pyrazin-3-yl)-2-isobutyl-1,4-oxazepan-3-yl]methanol C(C)(C)(C)C1=CC=2C(=NC(=CN2)[C@@H]2N[C@H]([C@@H](OCC2)CC(C)C)CO)N1C